6-[5-Methyl-1-(4-piperidyl)triazol-4-yl]-4-[1-[5-(trifluoromethyl)-3-pyridyl]ethoxy]pyrazolo[1,5-a]pyridine-3-carbonitrile HCl Cl.CC1=C(N=NN1C1CCNCC1)C=1C=C(C=2N(C1)N=CC2C#N)OC(C)C=2C=NC=C(C2)C(F)(F)F